C(C)(C)(C)C1=CC=C(C=C1)NC1=CC=CC2=CC=CC=C12 N-(4-tert-butylphenyl)naphthalen-1-amine